alpha-fructosyl-glycine OC[C@]1([C@@H](O)[C@H](O)[C@H](O1)CO)NCC(=O)O